9'-chloro-8-phenyl-4,4'-bidibenzo[b,d]furan ClC1=CC=CC2=C1C1=C(O2)C=CC=C1C1=CC=CC=2OC3=C(C21)C=C(C=C3)C3=CC=CC=C3